2-(r-butyl) 3-ethyl (3S,5S)-6-oxo-2,7-diazaspiro[4.4]nonane-2,3-dicarboxylate O=C1[C@]2(C[C@H](N(C2)C(=O)OCCCC)C(=O)OCC)CCN1